OC1=C(CCNC1)C(=O)[O-] 5-hydroxy-1,2,3,6-tetrahydropyridine-4-carboxylate